C1(CC1)C(C)N[C@H]1CN(CCC1)C=1N=NC(=CC1)CN1N=NC(=C1)C1=C2C=NNC2=CC(=C1)OC (3R)-N-(1-cyclopropylethyl)-1-(6-((4-(6-methoxy-1H-indazol-4-yl)-1H-1,2,3-triazol-1-yl)methyl)pyridazin-3-yl)piperidin-3-amine